CC1=CN=C(S1)C=1C=C(C(=O)N[C@@H](C)C=2C=NC(=NC2)C(F)(F)F)C=C(C1)OCC#C 3-(5-methyl-1,3-thiazol-2-yl)-5-(prop-2-yn-1-yloxy)-N-{(1S)-1-[2-(trifluoromethyl)pyrimidin-5-yl]ethyl}benzamide